OCCNC1=C(C=C2C(=C(C(N(C2=C1)C)=O)C#N)N1CCC(CC1)C=1OC2=C(N1)C=C(C=C2)C)C 7-[(2-hydroxyethyl)amino]-1,6-dimethyl-4-[4-(5-methyl-1,3-benzoxazol-2-yl)piperidin-1-yl]-2-oxo-1,2-dihydroquinoline-3-carbonitrile